C1(=CC=C(C=C1)S(=O)(=O)[O-])S(=O)(=O)[O-] 1,4-benzenedisulfonate